B(O)(O)C=1C=C(C(=O)NCCCN(CC(=O)O)CCCNC(C2=CC(=CC(=C2)Br)B(O)O)=O)C=C(C1)Br bis(3-(3-borono-5-bromobenzamido)propyl)glycine